2-(7-((4-(2,6-dioxopiperidin-3-yl)benzyl)amino)-1-oxoisoindolin-2-yl)-2-(5-fluoro-2-hydroxyphenyl)-N-(thiazol-2-yl)acetamide O=C1NC(CCC1C1=CC=C(CNC=2C=CC=C3CN(C(C23)=O)C(C(=O)NC=2SC=CN2)C2=C(C=CC(=C2)F)O)C=C1)=O